1-(2-bromopyridin-4-yl)-3-(3-chloro-2-hydroxymethylphenyl)urea BrC1=NC=CC(=C1)NC(=O)NC1=C(C(=CC=C1)Cl)CO